2'-[4-ethoxyphenyl]-5-[4-methyl-1-piperazinyl]-2,5'-bi-1H-benzimidazole-trihydrochloride Cl.Cl.Cl.C(C)OC1=CC=C(C=C1)C1=NC2=C(N1)C=CC(=C2)C2=NC1=C(N2)C=CC(=C1)N1CCN(CC1)C